C12COCC(CC1)N2CC2=CC=C(C=C2)C=2C=C(C=1N=CN=C(C1N2)N[C@@H]2CNCCC2)C(=O)N 6-(4-[3-oxa-8-azabicyclo[3.2.1]oct-8-ylmethyl]phenyl)-4-[(3S)-piperidin-3-ylamino]pyrido[3,2-d]pyrimidine-8-carboxamide